ClC1=CC=C(C=N1)CN1C=CC=C2C1=NC(N(C2=O)C2=NC=CC(=C2)OC)=O 8-((6-chloropyridin-3-yl)methyl)-3-(4-methoxypyridin-2-yl)pyrido[2,3-d]pyrimidine-2,4(3H,8H)-dione